N-(phenylthio)succinimide C1(=CC=CC=C1)SN1C(CCC1=O)=O